C(CCC)N1C=[N+](C=C1)CCCC 1,3-Di-n-butylimidazolium